ClC=1C=C(C(=NC1)N1CC(N(C2(CC(C2)O)C1=O)CC1=CC=C(C=C1)C)=O)F (2r,4r)-8-(5-chloro-3-fluoropyridin-2-yl)-2-hydroxy-5-(4-methyl-benzyl)-5,8-diazaspiro-[3.5]nonane-6,9-dione